ClC=1C=C(C=NC1)C1=NC(=C2N=CN(C2=N1)[C@@H]1[C@@H]([C@@H]([C@H](O1)C(=O)NC)O)O)NCC1=CC(=CC=C1)OC (2S,3S,4R,5S)-5-(2-(5-chloropyridin-3-yl)-6-((3-methoxybenzyl)amino)-9H-purin-9-yl)-3,4-dihydroxyl-N-methyltetrahydrofuran-2-carboxamide